C(C)(C)(C)OC(=O)N1[C@@H](C[C@@H](C1)F)C#C (2S,4S)-2-ethynyl-4-fluoropyrrolidine-1-carboxylic acid tert-butyl ester